7-((4-(2-methyl-6-(ethylcarbamoyl)pyridin-3-yl)piperazin-1-yl)methyl)-9-fluoropyrazolo[1,5-a]quinoxalin-4(5H)-one CC1=NC(=CC=C1N1CCN(CC1)CC=1C=C2NC(C=3N(C2=C(C1)F)N=CC3)=O)C(NCC)=O